C=1C=CCN2C1C1=CC=CC=C1C=C2 pyrido[2,1-a]isoquinolin